P1(=O)(OC2=C(C=C(C=C2C(C)(C)C)C(C)(C)C)CC2=C(C(=CC(=C2)C(C)(C)C)C(C)(C)C)O1)[O-].[Al+3].C1C2=C(C(=CC(=C2)C(C)(C)C)C(C)(C)C)OP(=O)(OC2=C1C=C(C=C2C(C)(C)C)C(C)(C)C)[O-].C2C1=C(C(=CC(=C1)C(C)(C)C)C(C)(C)C)OP(=O)(OC1=C2C=C(C=C1C(C)(C)C)C(C)(C)C)[O-] aluminum 2,2'-methylene-bis-(4,6-di-tert-butylphenyl) phosphate